N-[4-(cyanomethyl)phenyl]-(1S,2S,5R)-2-isopropyl-5-methylcyclohexanecarboxamide C(#N)CC1=CC=C(C=C1)NC(=O)[C@@H]1[C@@H](CC[C@H](C1)C)C(C)C